CN(C)CC1=CC(=NC=C1)NC=1SC2=NC(=CC=C2N1)C=1C=NNC1 N-(4-((dimethylamino)methyl)pyridin-2-yl)-5-(1H-pyrazol-4-yl)thiazolo[5,4-b]pyridin-2-amine